C(C)(C)(C)NS(=O)(=O)C1=CC=C(C=C1)NC(NCC=1C=NC=CC1)=O 3-[4-(tert-butylsulfamoyl)phenyl]-1-(pyridin-3-ylmethyl)urea